5,6-difluoro-3,4-dihydro-2H-naphthalen-1-one FC1=C2CCCC(C2=CC=C1F)=O